FC1=CC=C(OC2=C(C=CC=C2)N2N=C(C=C2)C(=O)N)C=C1 2-(4-fluorophenoxy)phenyl-1H-pyrazol-3-carboxamid